FC(OC=1N(C=CC1)CC1=C(C(=NC=C1C)F)C)F (difluoromethoxy)-1-((2-fluoro-3,5-dimethylpyridin-4-yl)methyl)-1H-pyrrole